1-Undecyl-3-propylpyrrolium chlorid [Cl-].C(CCCCCCCCCC)[NH+]1C=C(C=C1)CCC